C(C)C1CN(C1)C1=NN(C2=C1C=NC(=C2)C2=NNC=C2N)CC2(CCC2)F 3-(3-(3-ethylazetidin-1-yl)-1-((1-fluorocyclobutyl)methyl)-1H-pyrazolo[4,3-c]pyridin-6-yl)-1H-pyrazol-4-amine